benzyl (S)-2-(4-(3-((5-((((9H-fluoren-9-yl)methoxy)carbonyl)amino)pentyl)(methyl)amino)propoxy)phenyl)-2-(isoindolin-2-yl)acetate C1=CC=CC=2C3=CC=CC=C3C(C12)COC(=O)NCCCCCN(CCCOC1=CC=C(C=C1)[C@@H](C(=O)OCC1=CC=CC=C1)N1CC2=CC=CC=C2C1)C